1-(2-((3S,5S)-3,5-dimethylmorpholino)ethyl)-4-hydroxy-N-((1s,4R)-4-methylcyclohexyl)-2-oxo-1,2-dihydro-1,8-naphthyridine-3-carboxamide C[C@H]1COC[C@@H](N1CCN1C(C(=C(C2=CC=CN=C12)O)C(=O)NC1CCC(CC1)C)=O)C